[N+](=O)([O-])C=1C=CC2=C(B(OC2)O)C1 6-nitrobenzo[c][1,2]Oxaborol-1(3H)-ol